C(C1=CC=CC=C1)N1C=C(C2=CC(=C(C=C12)CN(C)C)O)CC=1C(=C(C=CC1)C1=C(C=CC=C1)C)C 1-benzyl-3-((2,2'-dimethyl-[1,1'-biphenyl]-3-yl)methyl)-6-((dimethylamino)methyl)-1H-indol-5-ol